N-{2-chloro-6-[1-(propan-2-yl)-1,2,3,6-Tetrahydropyridin-4-yl]phenyl}-4-(5-cyclopropyl-1,2-oxazol-3-yl)-4-methylpiperidine-1-carboxamide ClC1=C(C(=CC=C1)C=1CCN(CC1)C(C)C)NC(=O)N1CCC(CC1)(C)C1=NOC(=C1)C1CC1